N-methoxy-N-methyl-7-oxabicyclo[2.2.1]heptane-2-carboxamide CON(C(=O)C1C2CCC(C1)O2)C